N1C=C(C2=CC=CC=C12)C1CN(CC1)CC1CC=2N(CC1)C(=NN2)C(F)F 7-((3-(1H-indol-3-yl)pyrrolidin-1-yl)methyl)-3-(difluoromethyl)-5,6,7,8-tetrahydro-[1,2,4]triazolo[4,3-a]pyridine